3-pyridin-3-ylpropionate N1=CC(=CC=C1)CCC(=O)[O-]